C1(OCCCN2N=C3C=CC=CC3=C21)CNC(OC(C)(C)C)=O tert-butyl (1,3,4,5-tetrahydro-[1,4]oxazepino[4,3-b]indazol-1-yl)methylcarbamate